4,5,6,7-Tetrahydro-2-methyl-1H-[1,3]-diazepin CC=1NCCCCN1